F[C@@H]1[C@@H]([C@@H](N(C1)C(=O)C1OCC1)CC=1C(=C(C=CC1)C1=C(C(=CC=C1)F)F)F)NS(=O)(=O)C N-{(2S,3R,4S)-4-fluoro-1-(oxetane-2-carbonyl)-2-[(2,2',3'-trifluoro[1,1'-biphenyl]-3-yl)methyl]pyrrolidin-3-yl}-methanesulfonamide